BrC1=CC=2N(C=C1)C(=CN2)C2=CC(=C(C(=O)OC)C(=C2)OC)OC methyl 4-(7-bromoimidazo[1,2-a]pyridin-3-yl)-2,6-dimethoxy-benzoate